(4-(3-((2-((2-methylpyridin-3-yl)amino)pyridin-4-yl)ethynyl)imidazo[1,2-b]pyridazin-6-yl)phenyl)(morpholino)methanone CC1=NC=CC=C1NC1=NC=CC(=C1)C#CC1=CN=C2N1N=C(C=C2)C2=CC=C(C=C2)C(=O)N2CCOCC2